N,N'-bis(2-hydroxy-ethyl)imidazolidin-2-one OCCN1C(N(CC1)CCO)=O